C1(CC1)C1=C(C(=NO1)C1=C(C=CC=C1)OC(F)(F)F)COC1CC2CCC(C1)N2C=2SC1=C(N2)C(=CC(=C1)S(=O)(=O)CCC(=O)OC)C Methyl 3-(2-(3-((5-cyclopropyl-3-(2-(trifluoromethoxy)phenyl)isoxazol-4-yl) methoxy)-8-azabicyclo[3.2.1]octan-8-yl)-4-methylbenzo[d]thiazol-6-ylsulfonyl)propanoate